S1N=C(C2=C1C=CC=C2)N2CCN(CC2)CCN2C(C=1C(CC2)=NN(C1)C)=O 5-{2-[4-(1,2-Benzisothiazol-3-yl)piperazin-1-yl]ethyl}-2-methyl-2,5,6,7-tetrahydro-4H-pyrazolo[4,3-c]pyridin-4-one